C1(=CC=CC=C1)[Si]1(O[Si](O[Si](O[Si](O1)(C)C)(C)C)(C)C)C1=CC=CC=C1 6-cis-diphenyl-hexamethyl-cyclotetrasiloxane